(1R,5R)-N-((1R,2S,4S)-7-cyano-7-azabicyclo[2.2.1]heptan-2-yl)-3-(3,5-dichlorophenyl)-3-azabicyclo[3.1.0]hexane-1-carboxamide C(#N)N1[C@H]2[C@H](C[C@@H]1CC2)NC(=O)[C@]21CN(C[C@@H]1C2)C2=CC(=CC(=C2)Cl)Cl